[N+](=O)([O-])C=1C(C2=CC(=CC=C2C1N)C(F)(F)F)C1=CC=CC=C1 2-nitro-1-phenyl-6-(trifluoromethyl)-1H-inden-3-amine